ClCCNC(N[C@@H]1CN(CC[C@H]1C1=CC=CC=C1)C(=O)OCC1=CC=CC=C1)=O (3S,4S)-benzyl 3-(3-(2-chloroethyl)ureido)-4-phenylpiperidine-1-carboxylate